C(=C)OC=1C=C(C=CC1)C1=CC=C(C=C1)OC=C 3,4'-divinyloxybiphenyl